(13Z)-docos-13-en CCCCCCCCCCCC\C=C/CCCCCCCC